ClC=1C=CC=C2C(C(N(C12)C(C1=CN=C(C=C1)Cl)=O)=O)=O 7-Chloro-1-(6-chloronicotinoyl)indoline-2,3-dione